(4-methyl-3-(2-((4-methylpyridin-3-yl)amino)-8,9-dihydroimidazo[1',2':1,6]pyrido[2,3-d]pyrimidin-6-yl)phenyl)-4-(trifluoromethyl)picolinamide CC1=C(C=C(C=C1)C=1C(=NC=CC1C(F)(F)F)C(=O)N)C1=CC2=C(N=C(N=C2)NC=2C=NC=CC2C)N2C1=NCC2